methyl (S)-2-(3-((5-((1-(4-(tert-butyl)phenyl)ethyl)carbamoyl)-2-methyl-1H-benzo[d]imidazol-1-yl)methyl)phenoxy)-2-methylpropanoate C(C)(C)(C)C1=CC=C(C=C1)[C@H](C)NC(=O)C1=CC2=C(N(C(=N2)C)CC=2C=C(OC(C(=O)OC)(C)C)C=CC2)C=C1